methyl 1-(2-(tert-butoxy)-2-oxoethyl)-1H-pyrrolo[2,3-b]pyridine-5-carboxylate C(C)(C)(C)OC(CN1C=CC=2C1=NC=C(C2)C(=O)OC)=O